1,5-NAPHTHYRIDINE-3-CARBALDEHYDE N1=CC(=CC2=NC=CC=C12)C=O